tert-butyl (R)-2,7-diazaspiro[4.5]decane-7-carboxylate C1NCC[C@@]12CN(CCC2)C(=O)OC(C)(C)C